C(C)(C)(C)C1=CC(=C(C=C1C(F)(F)F)C1=CC(C(=C(N1)C)S(=O)(=O)C)=O)C 6-[4-tert-butyl-2-methyl-5-(trifluoromethyl)phenyl]-2-methyl-3-methylsulfonyl-1H-pyridin-4-one